tert-butyl 5-cyclopropyl-3-[2-(1-{3-[(dimethylamino)methyl]phenyl}pyrazol-4-yl)acetamido]pyrazole-1-carboxylate C1(CC1)C1=CC(=NN1C(=O)OC(C)(C)C)NC(CC=1C=NN(C1)C1=CC(=CC=C1)CN(C)C)=O